6-((3-(1,1,1,5,5,5-hexamethyl-3-((trimethylsilyl)oxy)trisiloxan-3-yl)propyl)amino)-N,N-dimethyl-6-oxohexan-1-amine oxide C[Si](O[Si](O[Si](C)(C)C)(O[Si](C)(C)C)CCCNC(CCCCC[N+](C)(C)[O-])=O)(C)C